1-((2R,4R)-4-(4-amino-5-((3,5-dimethoxyphenyl)ethynyl)pyrrolo[2,1-f][1,2,4]triazin-7-yl)-2-(methoxymethyl)pyrrolidin-1-yl)prop-2-en-1-one NC1=NC=NN2C1=C(C=C2[C@@H]2C[C@@H](N(C2)C(C=C)=O)COC)C#CC2=CC(=CC(=C2)OC)OC